7-bromo-5-(4,4-dimethylpiperidin-1-yl)-9-methyltetrazolo[1,5-c]quinazoline BrC1=CC(=CC=2C=3N(C(=NC12)N1CCC(CC1)(C)C)N=NN3)C